7-fluoro-6-(piperazin-1-yl)-1,2,3,4-tetrahydronaphthalen FC1=C(C=C2CCCCC2=C1)N1CCNCC1